4-(4-((2-(2,6-dioxopiperidin-3-yl)-6-fluoro-1,3-dioxoisoindolin-5-yl)methyl)piperazine-1-yl)-N-(4-methyl-3-((4-(pyridin-3-yl)pyrimidin-2-yl)amino)phenyl)benzamide O=C1NC(CCC1N1C(C2=CC(=C(C=C2C1=O)CN1CCN(CC1)C1=CC=C(C(=O)NC2=CC(=C(C=C2)C)NC2=NC=CC(=N2)C=2C=NC=CC2)C=C1)F)=O)=O